N1(CCOCC1)C=1C=C(C=O)C=CC1C(F)(F)F 3-morpholinyl-4-(trifluoromethyl)benzaldehyde